1,3,5-tris(4-t-butyl-6-ethyl-3-hydroxy-2-methylbenzyl)-1,3,5-triazine C(C)(C)(C)C1=C(C(=C(CN2CN(CN(C2)CC2=C(C(=C(C=C2CC)C(C)(C)C)O)C)CC2=C(C(=C(C=C2CC)C(C)(C)C)O)C)C(=C1)CC)C)O